[OH-].[V+5].[OH-].[OH-].[OH-].[OH-] vanadium hydroxide